1-[3-[6-(2-furylmethyl-amino)imidazo[1,2-b]pyridazin-3-yl]phenyl]ethanone O1C(=CC=C1)CNC=1C=CC=2N(N1)C(=CN2)C=2C=C(C=CC2)C(C)=O